{Ra}-N4-[6-(5-chloro-1,3-benzothiazol-2-yl)spiro[3.3]heptan-2-yl]pyridine-2,4-dicarboxamide ClC=1C=CC2=C(N=C(S2)C2CC3(CC(C3)NC(=O)C3=CC(=NC=C3)C(=O)N)C2)C1